COC(C(C(=O)OC)[C@@H](C[N+](=O)[O-])C1=CC(=C(C(=C1)F)OC)F)=O |o1:8| (R*)-2-[1-(3,5-difluoro-4-methoxyphenyl)-2-nitroethyl]malonic acid dimethyl ester